ClC1=C(C=CC(=C1)F)C=1CCCC2=C(C1C1=CC=C(C=C1)C(C1CN(C1)CCCF)F)C=CC=C2 8-(2-Chloro-4-fluorophenyl)-9-(4-(fluoro(1-(3-fluoropropyl)azetidin-3-yl)methyl)phenyl)-6,7-dihydro-5H-benzo[7]annulen